4,4'-isopropylidenediphenol sodium [Na].C(C)(C)(C1=CC=C(C=C1)O)C1=CC=C(C=C1)O